1-{4-[1-(2,6-dioxopiperidin-3-yl)-3-methyl-2-oxo-1,3-benzodiazol-5-yl]phenyl}piperidine-4-carbaldehyde O=C1NC(CCC1N1C(N(C2=C1C=CC(=C2)C2=CC=C(C=C2)N2CCC(CC2)C=O)C)=O)=O